(S)-(+)-2-(4-isobutylphenyl)propanoic acid C(C(C)C)C1=CC=C(C=C1)[C@@H](C(=O)O)C